ClC1=CN=C(C(=N1)N)SC1=C(C(=CC=C1)N1CCNCC1)Cl 6-chloro-3-{[2-chloro-3-(piperazin-1-yl)phenyl]sulfanyl}pyrazin-2-amine